methyl (((5'-methyl-4-pentyl-6-(((phenoxy(methoxy)phosphoryl)oxy)methoxy)-2'-(prop-1-en-2-yl)-1',2',3',4'-tetrahydro-[1,1'-biphenyl]-2-yl)oxy)methyl) phenyl phosphate P(=O)(OC)(OCOC1=C(C(=CC(=C1)CCCCC)OCOP(=O)(OC)OC1=CC=CC=C1)C1C(CCC(=C1)C)C(=C)C)OC1=CC=CC=C1